6-{8-[(2-cyano-2-methylideneethyl)amino]-7-methoxynaphthalen-2-yl}-N-(2-{1-[(methylcarbamoyl)methyl]piperidin-4-yl}ethyl)pyridine-2-carboxamide C(#N)C(CNC=1C(=CC=C2C=CC(=CC12)C1=CC=CC(=N1)C(=O)NCCC1CCN(CC1)CC(NC)=O)OC)=C